BrCC=1C=CC(=NC1)C1=NOC(=N1)C(F)(F)F 3-[5-(bromomethyl)-2-pyridyl]-5-(trifluoromethyl)-1,2,4-oxadiazole